NC1=C2N=CN(C2=NC(=N1)Cl)[C@H]1[C@@H]([C@@H]([C@H](O1)COC(C(=O)O)(CC1=CC=C(C=C1)C1=C(C=CC=C1)S(NC)(=O)=O)C=1N=CSC1)O)O 2-(((2R,3S,4R,5R)-5-(6-amino-2-chloro-9H-purin-9-yl)-3,4-dihydroxytetrahydrofuran-2-yl)methoxy)-3-(2'-(N-methylsulfamoyl)-[1,1'-biphenyl]-4-yl)-2-(thiazol-4-yl)propanoic acid